3-[[3-(4-methylpiperazine-1-yl)propyl]ethoxymethylsilyl]styrene CN1CCN(CC1)CCC[SiH](C=1C=C(C=C)C=CC1)COCC